ClC1=C(C=CC(=C1)Cl)C[C@@H](C[C@H]([C@@H](C(C)(C)C)O)N1N=CNC1=S)C 2-[(2S,4R,5R)-1-(2,4-Dichlorophenyl)-5-hydroxy-2,6,6-trimethylheptan-4-yl]-2,4-dihydro-3H-1,2,4-triazol-3-thion